(S)-N4-(tert-butyl)-2-(cyclopropanesulfonamido)-N1-((S)-4-((naphthalen-1-ylmethyl)amino)-4-oxobutan-2-yl)succinamide C(C)(C)(C)NC(C[C@@H](C(=O)N[C@@H](C)CC(=O)NCC1=CC=CC2=CC=CC=C12)NS(=O)(=O)C1CC1)=O